cyclohex-2-ene-1-carboxylic acid methyl ester COC(=O)C1C=CCCC1